C(#N)[C@H](CC1=CC=C(C=C1)C1=CC=C2C=CC(N(C2=C1)C)=O)NC(=O)[C@H]1OCCCNC1 (2s)-N-{(1s)-1-Cyano-2-[4-(1-methyl-2-oxo-1,2-dihydroquinolin-7-yl)phenyl]ethyl}-1,4-oxazepane-2-carboxamide